2-bromo-3-methyl-4-(4-(1-methyl-4-(trifluoromethyl)-1H-imidazol-2-yl)benzyl)-6,7-dihydropyrazolo[1,5-a]pyrimidin BrC1=NN2C(N(CCC2)CC2=CC=C(C=C2)C=2N(C=C(N2)C(F)(F)F)C)=C1C